3-chloro-2-(4-fluorobenzyl)-5-(trifluoromethyl)pyrazine ClC=1C(=NC=C(N1)C(F)(F)F)CC1=CC=C(C=C1)F